(1R,3S,5R)-N-(6-(trifluoromethyl)pyrazin-2-yl)-2-azabicyclo[3.1.0]hexane-3-carboxamide FC(C1=CN=CC(=N1)NC(=O)[C@H]1N[C@@H]2C[C@@H]2C1)(F)F